NC1=NC=2C=CC(=CC2C2=C1C(OC2)C)C(=O)N(C2CCCC=1N=C(SC12)C=1C=NN(C1)C)C1CC1 4-amino-N-cyclopropyl-3-methyl-N-(2-(1-methyl-1H-pyrazol-4-yl)-4,5,6,7-tetrahydrobenzothiazol-7-yl)-1,3-dihydrofuro[3,4-c]quinoline-8-carboxamide